4-(5-(4-aminopiperidin-1-yl)-8-(4-morpholinophenyl)imidazolo[1,2-c]pyrimidin-7-yl)-2-fluorobenzonitrile NC1CCN(CC1)C1=NC(=C(C=2N1C=CN2)C2=CC=C(C=C2)N2CCOCC2)C2=CC(=C(C#N)C=C2)F